tris(8-hydroxyquinoline) aluminum [Al].OC=1C=CC=C2C=CC=NC12.OC=1C=CC=C2C=CC=NC12.OC=1C=CC=C2C=CC=NC12